N-benzyl-N-(bis(4-(tributylsilyl)phenyl)phosphaneyl)-1-(4-(tributylsilyl)phenyl)-1-(2-(trifluoromethyl)phenyl)phosphanamine C(C1=CC=CC=C1)N(P(C1=C(C=CC=C1)C(F)(F)F)C1=CC=C(C=C1)[Si](CCCC)(CCCC)CCCC)P(C1=CC=C(C=C1)[Si](CCCC)(CCCC)CCCC)C1=CC=C(C=C1)[Si](CCCC)(CCCC)CCCC